(R)-3-(3-chloro-4-fluorophenyl)-1-(8-chloro-6-oxo-1,4,5,6-tetrahydro-2H-pyrano[3,4-c]isoquinolin-1-yl)-1-methylurea ClC=1C=C(C=CC1F)NC(N(C)[C@H]1COCC=2NC(C=3C=C(C=CC3C21)Cl)=O)=O